(S)-8-chloro-4-((3-chloro-4-fluorophenyl)amino)-6-(((1-isopropyl-1H-1,2,3-triazol-4-yl)(5-(pyrrolidine-1-carbonyl)pyridin-3-yl)methyl)amino)quinoline-3-carbonitrile ClC=1C=C(C=C2C(=C(C=NC12)C#N)NC1=CC(=C(C=C1)F)Cl)N[C@@H](C=1C=NC=C(C1)C(=O)N1CCCC1)C=1N=NN(C1)C(C)C